2-(4-(((R)-1-(((1r,3R)-3-Hydroxycyclobutyl)methyl)piperidin-3-yl)amino)-5,7-dihydrofuro[3,4-d]pyridazin-1-yl)-5-(trifluoromethyl)phenol OC1CC(C1)CN1C[C@@H](CCC1)NC=1C2=C(C(=NN1)C1=C(C=C(C=C1)C(F)(F)F)O)COC2